ClC=1SC(=CC1C(=O)NC1CC1)C=1N=NN(C1)C1=C(C=C(C=C1Cl)C(C(F)(F)F)(C(F)(F)F)F)Cl 2-chloro-N-cyclopropyl-5-[1-[2,6-dichloro-4-[1,2,2,2-tetrafluoro-1-(trifluoromethyl)ethyl]phenyl]triazol-4-yl]thiophene-3-carboxamide